BrC1=C(C(=O)OC)C=C(C=C1)NC(\C=C\OCC)=O Methyl (E)-2-bromo-5-(3-ethoxyacrylamido)benzoate